2-(methylsulfonyl)-6-(2,6-dichlorophenyl)-8,9-dihydroimidazo[1,2-a]pyrimido[5,4-e]pyrimidin-5(6H)-one CS(=O)(=O)C=1N=CC=2C(N(C=3N(C2N1)CCN3)C3=C(C=CC=C3Cl)Cl)=O